ClC=1C(=C2C(=NC(=NC2=CC1)C)S)F 6-chloro-5-fluoro-2-methylquinazoline-4-thiol